2H-pyran-4-carbaldehyde O1CC=C(C=C1)C=O